N-(2-(4-(4-allylpiperazine-1-yl)piperidine-1-yl)-5-((6-((R)-3-(2,3-difluorophenyl)isoxazolidine-2-yl)pyrimidine-4-yl)amino)-4-methoxyphenyl)acrylamide C(C=C)N1CCN(CC1)C1CCN(CC1)C1=C(C=C(C(=C1)OC)NC1=NC=NC(=C1)N1OCC[C@@H]1C1=C(C(=CC=C1)F)F)NC(C=C)=O